tert-butyl (S)-3-(4-(4,4,5,5-tetramethyl-1,3,2-dioxaborolan-2-yl)-1H-pyrazol-1-yl)pyrrolidin-1-carboxylate CC1(OB(OC1(C)C)C=1C=NN(C1)[C@@H]1CN(CC1)C(=O)OC(C)(C)C)C